BrC1=C(C=C(C=C1)C(=O)N1CC2(COC2)C1)OC (4-bromo-3-methoxyphenyl)(2-oxa-6-azaspiro[3.3]hept-6-yl)methanone